BrC=1C=CC(=NC1)C1=CC(=NO1)CO (5-(5-bromopyridin-2-yl)isoxazole-3-yl)methanol